2-(2-(2-(2-azidoethoxy)ethoxy)ethyl)-3-((2-hydroxy-5-methoxypentyl)sulfonyl)benzamide N(=[N+]=[N-])CCOCCOCCC1=C(C(=O)N)C=CC=C1S(=O)(=O)CC(CCCOC)O